C(#N)C=1C=C2C=CC=NC2=C(C1)NC(=O)C1=NC=C(N=C1)NC(C)CCCN(CC)CC N-(6-cyanoquinoline-8-yl)-5-((5-(diethylamino)pentan-2-yl)amino)pyrazine-2-carboxamide